(Z)-3-((5-(4-((tert-butoxycarbonyl)amino)phenyl)-3,3-dibutyl-7-(methylsulfanyl)-1,1-dioxido-2,3,4,5-tetrahydro-1,5-benzothiazepin-8-yl)oxy)-2-fluoroacrylic acid C(C)(C)(C)OC(=O)NC1=CC=C(C=C1)N1CC(CS(C2=C1C=C(C(=C2)O\C=C(\C(=O)O)/F)SC)(=O)=O)(CCCC)CCCC